2,2,2-trifluoro-N-(4-[[3-isopropyl-1-(4-methylbenzene-sulfonyl)indol-5-yl]methyl]-3,5-dimethylphenyl)acetamide FC(C(=O)NC1=CC(=C(C(=C1)C)CC=1C=C2C(=CN(C2=CC1)S(=O)(=O)C1=CC=C(C=C1)C)C(C)C)C)(F)F